1,3-Bis(3-mercaptopropylthio)propan SCCCSCCCSCCCS